COCCOC([C@@H](C)OC1=C(C=CC=C1)SC1=C(C=C(C(=C1)N1C(N(C(=CC1=O)C(F)(F)F)C)=O)F)Cl)=O |r| (2RS)-2-[2-({2-chloro-4-fluoro-5-[3-methyl-2,6-dioxo-4-(trifluoromethyl)-3,6-dihydropyrimidin-1(2H)-yl]phenyl}thio)phenoxy]propanoic acid 2-methoxyethyl ester